(S,E)-N7-(1-(2-(bicyclo[1.1.1]pentan-1-ylamino)-2-oxoethyl)-2-oxo-1,2-dihydropyridin-3-yl)-6-((S)-1,4-diazabicyclo[2.2.2]octane-2-carboxamido)-N1,N1-diethylhept-2-enediamide C12(CC(C1)C2)NC(CN2C(C(=CC=C2)NC([C@H](CC/C=C/C(=O)N(CC)CC)NC(=O)[C@H]2N1CCN(C2)CC1)=O)=O)=O